N-(3-amino-2,4-difluorophenyl)propane-1-sulfonamide NC=1C(=C(C=CC1F)NS(=O)(=O)CCC)F